7-propargyl-amino-2'-deoxyguanosine C(C#C)[N+]1=CN([C@]2(C[C@H](O)[C@@H](CO)O2)N)C=2N=C(NC(C12)=O)N